2',6'-bis(benzyloxy)-5-(2,2-dimethoxyethyl)-3-fluoro-6-methyl-2,3'-bipyridine C(C1=CC=CC=C1)OC1=NC(=CC=C1C1=NC(=C(C=C1F)CC(OC)OC)C)OCC1=CC=CC=C1